N1(CCC1)[C@@H]1[C@H](CCC1)NC1=NC=C(C(=N1)C1=CNC2=NC(=CC=C21)C=2C(=NOC2C)C)C(F)(F)F N-[(1S,2S)-2-(azetidin-1-yl)cyclopentyl]-4-[6-(3,5-dimethylisoxazol-4-yl)-1H-pyrrolo[2,3-b]pyridin-3-yl]-5-(trifluoromethyl)pyrimidin-2-amine